(4-fluoro-2-methoxyphenyl)(methyl)((4-((5-(trifluoromethyl)-1,2,4-oxadiazol-3-yl)methyl)phenyl)imino)-λ6-sulfanone FC1=CC(=C(C=C1)S(=O)(=NC1=CC=C(C=C1)CC1=NOC(=N1)C(F)(F)F)C)OC